5-{[3-(dimethylamino)azetidin-1-yl]methyl}-N-(5-fluoro-1-methyl-1H-1,3-benzodiazol-2-yl)-1,3-benzoxazol-2-amine CN(C1CN(C1)CC=1C=CC2=C(N=C(O2)NC2=NC3=C(N2C)C=CC(=C3)F)C1)C